C(C)(C)(C)OC(=O)OC(=O)OC(C)(C)C.O=C1CC[C@H]2CN(C[C@H]21)C(=O)OC(C)(C)C 2-Methyl-2-propanyl (3aS,6aR)-4-oxohexahydrocyclopenta[c]pyrrole-2(1H)-carboxylate Di-tert-butyl-dicarbonate